C(C1CO1)OC(C)COC(C)COCC1CO1 Dipropylenglycol diglycidyl ether